FC=1C(=CC=2C3=C(NC(C2C1)=O)COC[C@H]3N(C(C3=CC(=C(C=C3)C)F)=O)C)F (S)-N-(8,9-difluoro-6-oxo-1,4,5,6-tetrahydro-2H-pyrano[3,4-c]isoquinolin-1-yl)-3-fluoro-N,4-dimethylbenzamide